[(2-(trimethylsilyl)ethoxy)methyl]-1,3-benzodiazole C[Si](CCOCC1=NC2=C(N1)C=CC=C2)(C)C